5-[(3R)-3-Aminopiperidine-1-carbonyl]-2-[1-(cyclopropylmethyl)-1H-pyrrolo[2,3-b]pyridin-2-yl]-1-methyl-1H-1,3-benzodiazole-7-carboxamide hydrochloride Cl.N[C@H]1CN(CCC1)C(=O)C1=CC2=C(N(C(=N2)C2=CC=3C(=NC=CC3)N2CC2CC2)C)C(=C1)C(=O)N